tert-butyl (2-(2-(2-hydroxyethoxy)ethoxy)ethyl)(2-(2-hydroxyethoxy)ethyl)carbamate OCCOCCOCCN(C(OC(C)(C)C)=O)CCOCCO